sodium (2S,5R)-2-carbamoyl-7-oxo-1,6-diazabicyclo[3.2.1]octane-6-ylsulfonate C(N)(=O)[C@H]1N2C(N([C@H](CC1)C2)S(=O)(=O)[O-])=O.[Na+]